4-((2-(4-(methoxycarbonyl)phenyl)-4-(1-methyl-1H-pyrazol-3-yl)piperidin-1-yl)methyl)-7-Methyl-1H-indole-1-carboxylic acid tert-butyl ester C(C)(C)(C)OC(=O)N1C=CC2=C(C=CC(=C12)C)CN1C(CC(CC1)C1=NN(C=C1)C)C1=CC=C(C=C1)C(=O)OC